[O-]P(=O)([O-])[O] The molecule is an inorganic radical anion, a phosphate ion and a divalent inorganic anion. It is a conjugate base of a hydroxidotrioxidophosphate(.1-).